2,3-dichloro-6-(methoxymethoxy)benzaldehyde ClC1=C(C=O)C(=CC=C1Cl)OCOC